FC(OC=1C=C(C=CC1)C1=NN2C(=NC=3C=CC=CC3C2=N1)N[C@@H](C(=O)N)CC)(F)F (2R)-2-({2-[3-(trifluoromethoxy)phenyl][1,2,4]triazolo[1,5-c]quinazolin-5-yl}amino)butanamide